C(C)NC(=O)[C@H]1O[C@H]([C@@H]([C@@H]1O)O)N1C2=NC(=NC(=C2N=C1)NC)C=1SC(=CC1)C (2S,3S,4R,5R)-N-ethyl-3,4-dihydroxy-5-(6-(methylamino)-2-(5-methylthiophen-2-yl)-9H-purine-9-yl)tetrahydrofuran-2-carboxamide